tert-butyl (2S,4S)-2-(cyanomethyl)-4-(4-(3-(dimethylamino)-3-methylazetidin-1-yl)-6-fluoro-7-(4-fluorophenyl)-8-methyl-1H-[1,2,3]triazolo[4,5-c]quinolin-1-yl)piperidine-1-carboxylate C(#N)C[C@H]1N(CC[C@@H](C1)N1N=NC=2C(=NC=3C(=C(C(=CC3C21)C)C2=CC=C(C=C2)F)F)N2CC(C2)(C)N(C)C)C(=O)OC(C)(C)C